tert-butyl N-[[6-[2-chloro-3-[3-chloro-2-[4-[(isopropylamino)methyl]-3-methoxy-phenyl]-4-pyridyl]phenyl]-2-methoxy-3-pyridyl]methyl]-N-methyl-carbamate ClC1=C(C=CC=C1C1=C(C(=NC=C1)C1=CC(=C(C=C1)CNC(C)C)OC)Cl)C1=CC=C(C(=N1)OC)CN(C(OC(C)(C)C)=O)C